ClC1=C2C=NN(C2=CC=C1NC1=NN(C2=CC=CC=C12)C=1C=C(C(N(C1)C)=O)NC(C1=C(C=CC=C1)F)=O)C1OCCCC1 N-(5-(3-((4-chloro-1-(tetrahydro-2H-pyran-2-yl)-1H-indazol-5-yl)amino)-1H-indazol-1-yl)-1-methyl-2-oxo-1,2-dihydropyridin-3-yl)-2-fluorobenzamide